5-(4-amino-1-(azetidin-3-ylmethyl)-1H-pyrazolo[3,4-d]pyrimidin-3-yl)benzo[d]oxazol-2-amine trifluoroacetate salt FC(C(=O)O)(F)F.NC1=C2C(=NC=N1)N(N=C2C=2C=CC1=C(N=C(O1)N)C2)CC2CNC2